ClC=1C=C(COC=2C=CC(=NC2)NC(=O)C2=NN(C(C=C2)=O)C)C=CC1 N-(5-(3-chlorobenzyloxy)pyridin-2-yl)-1-methyl-6-oxo-1,6-dihydropyridazine-3-carboxamide